C(#N)C=1C(=CC2=C(NC(=N2)NC=2C=C(C(=O)NO)C=CC2)C1)S(=O)(=O)C 3-((6-cyano-5-(methylsulfonyl)-1H-benzo[d]imidazol-2-yl)amino)-N-hydroxybenzamide